C1(=C(C=CC=C1)CN1C(=NC=2N(C(N(C(C12)=O)C)=O)C)NCCO)C1=CC=CC=C1 7-([1,1'-biphenyl]-2-ylmethyl)-8-((2-hydroxyethyl)amino)-1,3-dimethyl-3,7-dihydro-1H-purine-2,6-dione